3-bromo-5-((4-((di-ethylamino)methyl)phenylimino)methyl)phenyl 4-methylbenzoate CC1=CC=C(C(=O)OC2=CC(=CC(=C2)C=NC2=CC=C(C=C2)CN(CC)CC)Br)C=C1